acrylic acid-10-aminodecyl ester NCCCCCCCCCCOC(C=C)=O